CN(C1C[C@@H]2CCN(C[C@@H]2CC1)C(=O)[C@H](CC(C)C)N1C([C@@H](NCC1)CC(C)C)=O)C (S)-1-[(S)-1-{[(4aS,8aR)-6-(Dimethylamino)perhydroisoquinolin-2-yl]carbonyl}-3-methylbutyl]-3-isobutyl-2-piperazinone